ClC1=CN=C2C(=N1)N(N=C2)C[C@@H]2CN(CCC2)C(=O)OC(C)(C)C tert-butyl (S)-3-((6-chloro-1H-pyrazolo[3,4-b]pyrazin-1-yl)methyl)piperidine-1-carboxylate